FC=1C=C2C(C(=CN(C2=C(C1N1[C@@H](CCC1)COC1=NC=CC=C1)F)C1=C(C=C(C=C1)O)F)C(=O)O)=O (S)-6,8-difluoro-1-(2-fluoro-4-hydroxy-phenyl)-4-oxo-7-(2-((pyridin-2-yloxy)methyl)pyrrolidin-1-yl)-1,4-dihydro-quinoline-3-carboxylic acid